2-ethylhexyl-4'-phenylbenzophenone C(C)C(CC1=C(C(=O)C2=CC=C(C=C2)C2=CC=CC=C2)C=CC=C1)CCCC